N1=CC(=CC=C1)C1=C2CCOC(C2=CC=C1)CNC(OC(C)(C)C)=O tert-Butyl (5-(pyridin-3-yl)isochroman-1-yl)methylcarbamate